N-(6-chloro-4-fluoro-3-pyridinyl)carbamic acid tert-butyl ester C(C)(C)(C)OC(NC=1C=NC(=CC1F)Cl)=O